ClC1=C(C=C(C(=C1)Cl)F)C1CN(CCO1)C(=O)[C@H]1N(CCC1)C([C@H](C(C)(C)C)NC(=O)C1=CC2=C(S1)C=CC(=C2)C(F)(F)P(O)(O)=O)=O ((2-(((2S)-1-((2S)-2-(2-(2,4-dichloro-5-fluorophenyl)morpholine-4-carbonyl)pyrrolidin-1-yl)-3,3-dimethyl-1-oxobutan-2-yl)carbamoyl)benzo[b]thiophen-5-yl)difluoromethyl)phosphonic acid